6-Cbz-L-lysine C(=O)(OCC1=CC=CC=C1)C(CCC[C@H](N)C(=O)O)N